OC(CNC(O[C@@H]1CC[C@H](CC1)C(N(C[C@@H]1CC[C@H](CC1)C1=NC(=C(C=C1)OC)C)C1=NC=CC(=C1)C=1N=C(OC1)C1CC1)=O)=O)(CC)C trans-4-((4-(2-Cyclopropyloxazol-4-yl) pyridin-2-yl)((trans-4-(5-methoxy-6-methylpyridin-2-yl)cyclohexyl)methyl) carbamoyl)cyclohexyl (2-hydroxy-2-methylbutyl)carbamate